2,5,8,11-Tetraoxatridecan-13-ol COCCOCCOCCOCCO